N-dodecylcyclohexane-1,3-diamine C(CCCCCCCCCCC)NC1CC(CCC1)N